[Co]=S.[Zn] Zinc cobalt sulfide